2-BUTYLOCTYL 19-(DIDECYLAMINO)-10-(N-OCTYL-4-(PYRROLIDIN-1-YL)BUTANAMIDO)-19-OXONONADECANOATE C(CCCCCCCCC)N(C(CCCCCCCCC(CCCCCCCCC(=O)OCC(CCCCCC)CCCC)N(C(CCCN1CCCC1)=O)CCCCCCCC)=O)CCCCCCCCCC